5-((2S,4R)-4-fluoro-1-((4-fluorophenyl)sulfonyl)pyrrolidin-2-yl)-3-(3-phenylpropyl)-1,2,4-oxadiazole F[C@@H]1C[C@H](N(C1)S(=O)(=O)C1=CC=C(C=C1)F)C1=NC(=NO1)CCCC1=CC=CC=C1